1-(6-(2,3-Difluoro-4-methoxyphenyl)-4-((2R,3S)-2-methyl-3-((methylsulfonyl)methyl)azetidin-1-yl)pyridin-2-yl)-6-(4-methoxypyridin-3-yl)-4-methyl-1H-pyrazolo[4,3-c]pyridine FC1=C(C=CC(=C1F)OC)C1=CC(=CC(=N1)N1N=CC=2C(=NC(=CC21)C=2C=NC=CC2OC)C)N2[C@@H]([C@H](C2)CS(=O)(=O)C)C